COC1=CC=C(C=N1)CN1[C@H](CN(C[C@H]1C)C=1C=CC=2N(C1)N=CC2C#N)C 6-((3S,5R)-4-((6-methoxypyridin-3-yl)methyl)-3,5-dimethylpiperazin-1-yl)pyrazolo[1,5-a]pyridin-3-carbonitrile